tert-butyl (5-(aminomethyl)-1-(4-(trifluoromethyl)phenyl)-1,2,3,4-tetrahydroquinolin-3-yl)carbamate NCC1=C2CC(CN(C2=CC=C1)C1=CC=C(C=C1)C(F)(F)F)NC(OC(C)(C)C)=O